2-methyl-N-((R)-1-(2-(1-methyl-1H-pyrazol-4-yl)quinolin-4-yl)ethyl)-5-(((S)-1-methylpyrrolidin-2-yl)methoxy)benzamide CC1=C(C(=O)N[C@H](C)C2=CC(=NC3=CC=CC=C23)C=2C=NN(C2)C)C=C(C=C1)OC[C@H]1N(CCC1)C